ClC=1C(=CC(=C(C1)N1C(C=CC2=CC(=CC=C12)S(=O)(=O)NC1=NC=CC=N1)=O)OC)C1(CC1)C(F)(F)F (P)-1-(5-CHLORO-2-METHOXY-4-(1-(TRIFLUOROMETHYL)CYCLOPROPYL)PHENYL)-2-OXO-N-(PYRIMIDIN-2-YL)-1,2-DIHYDROQUINOLINE-6-SULFONAMIDE